2-(pyrimidine-4-yl)acetonitrile N1=CN=C(C=C1)CC#N